CN(CCC1=C(C=CC=C1)C1N(CN(C=C1)C1=CC=CC=C1)C)C 4-(2-(2-(dimethylamino)ethyl)phenyl)-3-methyl-1-phenylpyrimidine